C1(CCCC1)NC(NC(N)=N)=N N5-cyclopentyl-biguanide